5-chloro-2-hydroxy-N-(2-methoxyethyl)-3-nitrobenzenesulfonamide ClC=1C=C(C(=C(C1)S(=O)(=O)NCCOC)O)[N+](=O)[O-]